C(C)C(CNC(=O)C1=CNC=C1)NO 1H-pyrrole-3-carboxylic acid (2-ethyl-N-hydroxy-aminoethyl)-amide